C(#N)C1=C(OCC2=NC=CC(=N2)O[C@@H]2[C@@H](N(C2)CC2=NC3=C(N2C[C@H]2OCC2)C=C(C=C3)C(=O)O)C)C=CC(=C1)F 2-{[(2S,3S)-3-({2-[(2-cyano-4-fluorophenoxy)methyl]pyrimidin-4-yl}oxy)-2-methylazetidin-1-yl]methyl}-1-{[(2S)-oxetan-2-yl]methyl}-1H-1,3-benzodiazole-6-carboxylic acid